CC1=C(C(=C(OC2(CO2)CCCCCCCCC)C=C1)C)C trimethylnonylphenoxyethyleneether